COC(=O)C=1C=CC2=C(NC(=N2)C[C@@H]2OCC2)C1 (S)-2-(oxetan-2-ylmethyl)-1H-benzo[d]imidazole-6-carboxylic acid methyl ester